O\N=C\C1=[N+](C=CC=C1)C 2-[(E)-(hydroxyimino)methyl]-1-methylpyridinium